7-Allyl-2-amino-9-((2R,3S,4S,5R)-4-fluoro-3-hydroxy-5-(hydroxymethyl)tetrahydrofuran-2-yl)-7,9-dihydro-1H-purin-6,8-dion C(C=C)N1C(N(C=2N=C(NC(C12)=O)N)[C@@H]1O[C@@H]([C@H]([C@H]1O)F)CO)=O